BrC1=C(N=CS1)C(F)(F)F 5-bromo-4-(trifluoromethyl)thiazole